FC1=CC=C(C=C1)N1N=C(C=C1N)C(CC)CC 1-(4-fluorophenyl)-3-(pentan-3-yl)-1H-pyrazole-5-amine